C1OC2=CC=C(C=C2O1)NC(=O)N 4-methylenedioxyphenyl-urea